C(C)(C)(C)OC(=O)N([C@@H](CCC(=O)OC(CC\C=C/CCCCC)CCCCCCCCCCCCCC)C(=O)OC(CC\C=C/CCCCC)CCCCCCCCCCCCCC)C di((Z)-tetracos-6-en-10-yl) N-(tert-butoxycarbonyl)-N-methyl-L-glutamate